S(=O)(=O)(C1=CC=C(C)C=C1)N1CC/2=C(CC1)C(O\C2=C/[Si](C(C)C)(C(C)C)C(C)C)=O (Z)-5-tosyl-3-((triisopropylsilyl)methylene)-4,5,6,7-tetrahydrofuro[3,4-c]pyridin-1(3H)-one